2-cyano-3-(4-((R)-1-hydroxyethyl)piperidin-1-yl)-7-methylquinoxalin C(#N)C1=NC2=CC(=CC=C2N=C1N1CCC(CC1)[C@@H](C)O)C